ClC1=CC(=C(COC2=CC=CC(=N2)C2=CC=C(CC3=NC4=C(N3C[C@H]3COCC3)C=C(C=C4)C(=O)OC)C=C2)C=C1)F (S)-methyl 2-(4-(6-((4-chloro-2-fluorobenzyl) oxy) pyridin-2-yl) benzyl)-1-((tetrahydrofuran-3-yl) methyl)-1H-benzo[d]imidazole-6-carboxylate